O1C(=CC2=C1C=CC=C2)C=2C=CC(=C(C2)NC2=NC=NC1=CC(=C(C=C21)OC2CCN(CC2)C(C=C)=O)OC)OC 1-(4-((4-((5-(benzofuran-2-yl)-2-methoxyphenyl)amino)-7-methoxyquinazolin-6-yl)oxy)piperidin-1-yl)prop-2-en-1-one